C(CCCCCCCCC=C)[Si](OCC)(OCC)OCC 10-undecenyltriethoxysilane